(R)-1-(3-fluorobenzofuran-7-yl)ethan-1-amine FC1=COC2=C1C=CC=C2[C@@H](C)N